2-methoxyethyl 8-((6-(4-cyano-phenoxy)-pyridin-3-yl)-sulfonyl)-1-(hydroxy-carbamoyl)-3,8-diazabicyclo-[3.2.1]octane-3-carboxylate C(#N)C1=CC=C(OC2=CC=C(C=N2)S(=O)(=O)N2C3(CN(CC2CC3)C(=O)OCCOC)C(NO)=O)C=C1